N=1N(N=CC1)S(=O)(=O)N1CCNCC1 1-((2H-1,2,3-triazol-2-yl)sulfonyl)piperazine